1-methyl-2-(2-chloroethyl)tetrahydropyrrole CN1C(CCC1)CCCl